2-(Benzylthio)-5-methylbenzoic acid C(C1=CC=CC=C1)SC1=C(C(=O)O)C=C(C=C1)C